(R)-3-(2-(1-methoxycyclopropane-1-carbonyl)-6-(3-methyl-1H-pyrrolo[2,3-b]pyridin-5-yl)-tert-butyl 1,2,3,4-tetrahydroisoquinolin-8-yl)morpholine-4-carboxylate COC1(CC1)C(=O)N1C(C2=C(C=C(C=C2CC1)C=1C=C2C(=NC1)NC=C2C)[C@H]2N(CCOC2)C(=O)[O-])C(C)(C)C